COC1=C(C=CC=C1)P(N(P(C1=CC(=CC=C1)[Si](CCCC)(CCCC)CCCC)C1=CC(=CC=C1)[Si](CCCC)(CCCC)CCCC)C(C)C)C1=C(C=CC=C1)OC N-(bis(2-methoxyphenyl)phosphaneyl)-N-isopropyl-1,1-bis(3-(tributylsilyl)phenyl)phosphanamine